8-(4-{[2-hydroxy-4-(trifluoromethoxy)phenyl]methyl}piperazin-1-yl)-5-methyl-6-oxo-5,6-dihydro-1,5-naphthyridine-2,7-dicarbonitrile OC1=C(C=CC(=C1)OC(F)(F)F)CN1CCN(CC1)C1=C(C(N(C=2C=CC(=NC12)C#N)C)=O)C#N